(Z)-3-butenyl-5-methoxy-4-bromophthalide C(=C/CC)/C1OC(=O)C2=CC=C(C(=C12)Br)OC